3-(2,2,2-trifluoroethoxy)benzoic acid FC(COC=1C=C(C(=O)O)C=CC1)(F)F